Methyl (2S)-3-cyclopropyl-2-(3-nitro-2-oxo-1-pyridyl)propanoate C1(CC1)C[C@@H](C(=O)OC)N1C(C(=CC=C1)[N+](=O)[O-])=O